[2-[2-[2-[2-[2,3-bis[8-[(Z)-non-2-enoxy]-8-oxo-octoxy] propanoyl-octylamino]ethoxy]ethoxy] ethoxy]ethoxy]ethyl 1-methylpiperidine-4-carboxylate CN1CCC(CC1)C(=O)OCCOCCOCCOCCOCCN(CCCCCCCC)C(C(COCCCCCCCC(OC\C=C/CCCCCC)=O)OCCCCCCCC(=O)OC\C=C/CCCCCC)=O